pyrrolidonyl-β-naphthylamide C1CC(=O)NC1C(=O)NC2=CC3=CC=CC=C3C=C2